C(C(C)C)N1C=C(C=C(C1=O)C)C=1NC2=CC=C(C=C2C1C(C)C)C1CCN(CC1)CC(=O)NC 2-(4-(2-(1-isobutyl-5-methyl-6-oxo-1,6-dihydropyridin-3-yl)-3-isopropyl-1H-indol-5-yl)piperidin-1-yl)-N-methylacetamide